1-(3,4-dichlorophenyl)-3-(4-fluoro-3-(3-morpholinoquinoxaline-6-carbonyl)phenyl)urea ClC=1C=C(C=CC1Cl)NC(=O)NC1=CC(=C(C=C1)F)C(=O)C=1C=C2N=C(C=NC2=CC1)N1CCOCC1